2-methyltetrahydropyrrole-1-carboxylate CC1N(CCC1)C(=O)[O-]